FC1=C(C(=CC=C1)OC)CO (2-Fluoro-6-methoxyphenyl)methanol